CC1=CC=C(C=C1)N[C@@H](C)C(=O)O N-4-methyl-phenyl-alanine